3-(6-chloropyridin-3-yl)-3-[4-(7H-pyrrolo[2,3-d]pyrimidin-4-yl)-1H-pyrazol-1-yl]propanenitrile ClC1=CC=C(C=N1)C(CC#N)N1N=CC(=C1)C=1C2=C(N=CN1)NC=C2